(2S)-4-(6-((5-Bromo-1-(methoxycarbonyl)-1,2,3,4-tetrahydronaphthalen-1-yl)methyl)-2-chloro-5-nitro pyrimidin-4-yl)-2-(cyanomethyl)piperazine-1-carboxylate BrC1=C2CCCC(C2=CC=C1)(C(=O)OC)CC1=C(C(=NC(=N1)Cl)N1C[C@@H](N(CC1)C(=O)[O-])CC#N)[N+](=O)[O-]